(3-chloro-2-methoxyphenyl)propan-2-amine ClC=1C(=C(C=CC1)CC(C)N)OC